N1N=CC(=C1)C1=CC2=C(N=C(S2)C2N(CCOC2C(=O)N)C#N)C=C1 (6-(1H-pyrazol-4-yl)benzo[d]thiazol-2-yl)-4-cyanomorpholine-2-carboxamide